3,5,6-tribromosalicylic acid BrC1=C(C(C(=O)O)=C(C(=C1)Br)Br)O